C(C)N(CC)[SiH](C(F)(F)F)N(CC)CC bis-diethylamino-trifluoromethyl-silane